(3R)-2-(3,4-Dichlorobenzoyl)-3-methyl-9-[(1,3-thiazol-4-yl)methyl]-1,2,3,4,8,9-hexahydro-pyrido[4',3':3,4]pyrazolo[1,5-a]pyrazin-10(7H)-one ClC=1C=C(C(=O)N2CC=3C(=NN4C3C(N(CC4)CC=4N=CSC4)=O)C[C@H]2C)C=CC1Cl